C(C1CO1)OCCC[Si](OCC)(OCC)C gamma-glycidoxypropylmethyldiethoxysilane